N-(6-ETHYL-1-METHYL-1H-INDAZOL-7-YL)-1-(2-(TRIFLUOROMETHYL)PYRIMIDIN-4-YL)-1H-PYRAZOLE-4-SULFONAMIDE C(C)C1=CC=C2C=NN(C2=C1NS(=O)(=O)C=1C=NN(C1)C1=NC(=NC=C1)C(F)(F)F)C